1-(3-((4-((2-Fluoro-3-methyl-4-((1-methyl-1H-benzo[d]imidazol-5-yl)oxy)phenyl)amino)quinazolin-6-yl)oxy)-8-azabicyclo[3.2.1]octan-8-yl)prop-2-en-1-one FC1=C(C=CC(=C1C)OC1=CC2=C(N(C=N2)C)C=C1)NC1=NC=NC2=CC=C(C=C12)OC1CC2CCC(C1)N2C(C=C)=O